BrC=1C=C2CN3[C@@H](C2=CC1)CN(C[C@H]3C)C3=CC(N(C1=NC=CC=C31)C)=O 4-[(4R,10bS)-8-bromo-4-methyl-3,4,6,10b-tetrahydro-1H-pyrazino[2,1-a]isoindol-2-yl]-1-methyl-1,8-naphthyridin-2-one